CC1=C(C(NC(=C1)C)=O)CNC(=O)C=1C=C(C=CC1)C1=CC=C(C=C1)OC N-((4,6-dimethyl-2-oxo-1,2-dihydropyridin-3-yl)methyl)-4'-methoxy-[1,1'-biphenyl]-3-carboxamide